C(C)(C)(C)OC(=O)N1C[C@@H]2C([C@H](C1)C2)(O)C2=CC=C(C=C2)Br.CC2=C(C(=CC=C2)C(F)(F)F)COC=2C=NC(=NC2)N2CC(NCC2)=O 4-(5-{[2-methyl-6-(trifluoromethyl)phenyl]methoxy}pyrimidin-2-yl)piperazin-2-one tert-Butyl-(1R,5S,6r)-6-(4-bromophenyl)-6-hydroxy-3-azabicyclo[3.1.1]heptane-3-carboxylate